CN1N=C(C2=CC=C(C=C12)N1C(C(C(CC1)NC)C)=O)C1C(NC(CC1)=O)=O 3-(1-methyl-6-(3-methyl-4-(methylamino)-2-oxopiperidin-1-yl)-1H-indazol-3-yl)piperidine-2,6-dione